Cytidine 5'-diphosphate P(O)(=O)(OP(=O)(O)O)OC[C@@H]1[C@H]([C@H]([C@@H](O1)N1C(=O)N=C(N)C=C1)O)O